2-(6-{5-chloro-2-[(oxan-4-yl)amino]pyrimidin-4-yl}-1-oxo-2,3-dihydro-1H-isoindol-2-yl)-N-[(1R)-1-(6-methylpyridin-2-yl)ethyl]acetamide ClC=1C(=NC(=NC1)NC1CCOCC1)C1=CC=C2CN(C(C2=C1)=O)CC(=O)N[C@H](C)C1=NC(=CC=C1)C